N-Cbzpiperazine C(=O)(OCC1=CC=CC=C1)N1CCNCC1